C[C@@]12CCC[C@H]1[C@@H]1CC=C3C[C@H](CC[C@]3(C)[C@H]1CC2)O androst-5-en-3β-ol